3-(3,4-dimethylphenyl)azetidine-1-carboxylic acid tert-butyl ester C(C)(C)(C)OC(=O)N1CC(C1)C1=CC(=C(C=C1)C)C